(Z)-N-(4-aminophenyl)-3-(3,4-dihydroxyphenyl)acrylamide NC1=CC=C(C=C1)NC(\C=C/C1=CC(=C(C=C1)O)O)=O